N-(3-Chloro-7-cyclopentylpyrazolo[1,5-a]pyrimidin-6-yl)-N'-{5-methyl-6-[5-(3-oxopropyl)-1,2,4-oxadiazol-3-yl]pyridin-3-yl}urea ClC=1C=NN2C1N=CC(=C2C2CCCC2)NC(=O)NC=2C=NC(=C(C2)C)C2=NOC(=N2)CCC=O